ClC1=CC(=C(N=N1)NC=1SC2=C(N1)C=CC=C2)C(C)C N-[6-Chloro-4-(propan-2-yl)pyridazin-3-yl]-1,3-benzothiazol-2-amine